FC(S(=O)(=O)[O-])(F)F.[Li+] lithium trifluoro-methanesulfonate